C1(NC(C2C1CCC2)=O)=O tetrahydrocyclopenta[c]pyrrole-1,3(2H,3aH)-dione